2-amino-1-(bicyclo[1.1.1]pentan-1-yl)ethanol hydrochloride Cl.NCC(O)C12CC(C1)C2